C1(CC(C(CC1)C(C)C)N(C1CC(CCC1C(C)C)C)CCC[SiH2]C(OC)OC)C (N,N-dimenthylaminopropyl)dimethoxymethylsilane